4-(4-[3-Cyano-4-[(1R)-1-(pyrazin-2-yl)ethoxy]pyrazolo[1,5-a]pyridin-6-yl]-5-methylpyrazol-1-yl)piperidine-1-carbonitrile C(#N)C=1C=NN2C1C(=CC(=C2)C=2C=NN(C2C)C2CCN(CC2)C#N)O[C@H](C)C2=NC=CN=C2